N[C@@H](CCCCNC(OC(C)(C)C)=O)C(=O)NC1=C2C=3C(=C4C(=NC3C=C1)C1=CC3=C(C(N1C4)=O)COC([C@]3(O)CC)=O)CCC2 tert-butyl ((S)-5-amino-6-(((S)-9-ethyl-9-hydroxy-10,13-dioxo-2,3,9,10,13,15-hexahydro-1H,12H-benzo[de]pyrano[3',4':6,7]indolizino[1,2-b]quinolin-4-yl)amino)-6-oxohexyl)carbamate